[Si](C)(C)(C(C)(C)C)OC[C@]12CC=3C=NN(C3C=C1CC[C@@H](C2)C(C)SC=2C=NN(C2)C)C2=CC=C(C=C2)F (4aR,6S)-4a-(((tert-Butyldimethylsilyl)oxy)methyl)-1-(4-fluorophenyl)-6-(1-((1-methyl-1H-pyrazol-4-yl)thio)ethyl)-4,4a,5,6,7,8-hexahydro-1H-benzo[f]indazole